COC(CCCCCCCN(CCCCCCCCC)CCC1CCN(CC1)C(CN(CCCCCCCCC)CCN(CCCCCCCCC)CCCCCCCCC)=O)=O Methyl-8-((2-(1-(N-(2-(dinonylamino)ethyl)-N-nonylglycyl)piperidin-4-yl)ethyl)(nonyl)amino)octanoate